ClC1=NC(=CC=C1N1CCN(CC1)CC=1C=CC=2C3=C(C(NC2C1)=O)CN(C3)C)C(NC)=O 7-((4-(2-chloro-6-(methylcarbamoyl)pyridin-3-yl)piperazin-1-yl)methyl)-2-methyl-1,2,3,5-tetrahydro-4H-pyrrolo[3,4-c]quinolin-4-one